N'-acetyl-4-amino-N-((6-chloropyrazolo[1,5-a]pyridin-2-yl)methyl)-N',1-dimethyl-1H-pyrazolo[4,3-c]quinoline-8-carbohydrazide C(C)(=O)N(N(C(=O)C1=CC=2C3=C(C(=NC2C=C1)N)C=NN3C)CC3=NN1C(C=CC(=C1)Cl)=C3)C